FC(C1=NC2=C(N1C1=NC(=NC(=N1)N1CCOCC1)NC(C)(C)C1=CC=C(C=C1)OC)C=CC=C2)F 4-(2-(difluoromethyl)-1H-benzo[d]imidazol-1-yl)-N-(2-(4-methoxyphenyl)propan-2-yl)-6-morpholino-1,3,5-triazin-2-amine